2-(4-chlorophenyl)cyclopropane-1-carboxylic acid ClC1=CC=C(C=C1)C1C(C1)C(=O)O